FC=1C=C(C=C(C1C#N)F)OC(C1=C(C=C(C=C1)CC\C=C\C)F)=O 2-fluoro-4-[3(E)-penten-1-yl]benzoic acid-3,5-difluoro-4-cyanophenyl ester